2,2-difluoro-2-(5-methylpyridin-3-yl)acetic acid FC(C(=O)O)(C=1C=NC=C(C1)C)F